SC(=O)[C@H](O)[C@@H](O)[C@@H](O)[C@H](O)CO Mercaptogalactose